CC1=NC=2N(C(=C1)N[C@@H](C)C1=CC=C(C(=O)O\N=C(\C3CC3)/N)C=C1)N=CC2 [(Z)-[amino(cyclopropyl)methylene]amino] 4-[(1S)-1-[(5-methylpyrazolo[1,5-a]pyrimidin-7-yl)amino]ethyl]benzoate